((3,4-dimethoxyphenyl)(2,4,6-trimethoxyphenyl)methyl)triphenylphosphonium trifluoromethanesulfonate FC(S(=O)(=O)[O-])(F)F.COC=1C=C(C=CC1OC)C(C1=C(C=C(C=C1OC)OC)OC)[P+](C1=CC=CC=C1)(C1=CC=CC=C1)C1=CC=CC=C1